FC(C=1C=C(C=CC1F)C1=CN=C(C(=N1)CN1C(OCCC1)=O)C)F 3-[[6-[3-(Difluoromethyl)-4-fluoro-phenyl]-3-methyl-pyrazin-2-yl]methyl]-1,3-oxazinan-2-one